FC1(CCN(CC1)C(=O)C1=C(C=C(C=C1OC)C1=CN=C2N1C=CC(=C2)C=2C=NN(C2)C)OC)F (4,4-difluoro-1-piperidinyl)-[2,6-dimethoxy-4-[7-(1-methylpyrazol-4-yl)imidazo[1,2-a]pyridin-3-yl]phenyl]methanone